2-heptylnonyl ((S)-(perfluorophenoxy)(phenoxy)phosphoryl)-L-phenylalaninate FC1=C(O[P@@](=O)(OC2=CC=CC=C2)N[C@@H](CC2=CC=CC=C2)C(=O)OCC(CCCCCCC)CCCCCCC)C(=C(C(=C1F)F)F)F